C(C1=CC=CC=C1)N1N=C2C(N(CCC2=C1Cl)[C@@H]1C(N(C2=C(OC1)C=C(C=C2)C#CC(CO)(C)C)C)=O)=O (S)-3-(2-benzyl-3-chloro-7-oxo-2,4,5,7-tetrahydro-6H-pyrazolo[3,4-c]pyridin-6-yl)-8-(4-hydroxy-3,3-dimethylbut-1-yn-1-yl)-5-methyl-2,3-dihydrobenzo[b][1,4]oxazepin-4(5H)-one